COC1=C(C=CC(=C1)C(=O)CO)O α-hydroxyacetovanillone